methyl 2-(3-{6-[3-(2-hydroxyphenyl)-6-methylpyrido[3,2-c]pyridazin-7-yl]-2,6-diazaspiro[3.3]heptan-2-yl}-1,2-oxazol-5-yl)-3-methylbutanoate OC1=C(C=CC=C1)C1=CC2=C(N=N1)C=C(C(=N2)C)N2CC1(CN(C1)C1=NOC(=C1)C(C(=O)OC)C(C)C)C2